(R)-Propylene oxide C1[C@@H](C)O1